1-(cis-4-isopropylcyclohexyl)-2-(2-methoxyethyl)-1,2-dihydro-3H-spiro[isoquinoline-4,4-piperidin]-3-one C(C)(C)[C@H]1CC[C@H](CC1)C1N(C(C2(CCNCC2)C2=CC=CC=C12)=O)CCOC